C(C)(=O)OCC=1C=2N(C=C(C1)C(F)(F)F)C=C(N2)C(=O)OCC ethyl 8-(acetoxymethyl)-6-(trifluoromethyl)imidazo[1,2-a]pyridine-2-carboxylate